CC1(C2=CC=CC=C2C=2C=CC(=CC12)N(C1=CC2=C(C=C1)C1=CC=CC=C1C21CC(C2=CC=C(C=C12)OC)(C)C)C1=CC=2C(C3=CC=CC=C3C2C=C1)(C)C)C N,N-bis(9,9-dimethyl-9H-fluoren-2-yl)-6'-methoxy-3',3'-dimethyl-2',3'-dihydro-spiro-[fluoren-9,1'-indene]-2-amine